C(CCC)P(=O)=C(O)C[N+](C)(C)C butyl-phosphorylcholine